C1=CC=CC=2N(CC3=C(C#CC21)C=CC=C3)C(CCC(=O)NCC(=O)NCC(=O)N[C@@H]([C@@H](C)CC)C(=O)N[C@@H](CCCNC(N)=O)C(=O)O)=O N-[4-(11,12-Didehydrodibenzo[b,f]azocin-5(6H)-yl)-4-oxobutanoyl]glycylglycyl-L-isoleucyl-N5-carbamoyl-L-ornithine